ClC1=CC=C(C=C1)C1(OC(=C(C1=O)O[Si](C)(C)C)N)C 2-(4-chlorophenyl)-2-methyl-4-trimethylsiloxy-5-amino-3(2H)-furanone